N1(C=NC=C1)C1=C(C=C(C=C1C(=O)O)C(=O)O)C(=O)O 1-(imidazol-1-yl)-2,4,6-benzenetricarboxylic acid